(R)-4-amino-1-((1-(3-hydroxypropionyl)pyrrolidin-2-yl)methyl)-3-(4-phenoxyphenyl)-1H-imidazo[4,5-c]pyridin-2(3H)-one NC1=NC=CC2=C1N(C(N2C[C@@H]2N(CCC2)C(CCO)=O)=O)C2=CC=C(C=C2)OC2=CC=CC=C2